6-((2-chloro-4-((5-cyclopropyl-3-(2,6-dichlorophenyl)isoxazol-4-yl)methoxy)phenyl)ethynyl)-1H-indole-4-carboxylic acid ClC1=C(C=CC(=C1)OCC=1C(=NOC1C1CC1)C1=C(C=CC=C1Cl)Cl)C#CC=1C=C(C=2C=CNC2C1)C(=O)O